5-norbornene-2,3-dicarboximide C12C3C(C(C=C1)C2)C(NC3=O)=O